C(C)OC(C(C)(C)OC1=CC=C(C=C1)C(C)N1[C@@H](CN([C@H](C1)CC)C=1C2=C(N(C(N1)=O)C)C=CC(=N2)Cl)CC)=O 2-(4-(1-((2R,5S)-4-(6-chloro-1-methyl-2-oxo-1,2-dihydropyrido[3,2-d]pyrimidin-4-yl)-2,5-diethylpiperazin-1-yl)ethyl)phenoxy)-2-methylpropionic acid ethyl ester